2-(3-chloro-5-fluorophenoxy)-8-fluorobicyclo[4.2.0]octa-1,3,5-triene-7-one ClC=1C=C(OC2=C3C(C(C3=CC=C2)=O)F)C=C(C1)F